FC(C=1C=CC(=C(C=N[S@](=O)C(C)(C)C)C1)F)F (R)-N-(5-(difluoromethyl)-2-fluorobenzylidene)-2-methylpropane-2-sulfinamide